6-chloro-N-{5-chloro-1-[(3-methoxycyclobutyl)methyl]-1H-pyrazol-4-yl}-7-[1-(oxetan-3-yl)piperidin-4-yl]quinazolin-2-amine ClC=1C=C2C=NC(=NC2=CC1C1CCN(CC1)C1COC1)NC=1C=NN(C1Cl)CC1CC(C1)OC